phosphoxylitol P(=O)(O)(O)O[C@@H](CO)[C@@H](O)[C@H](O)CO